FC1CN(C1)C=1C=CC=2N(C1)N=CC2C(=O)O 6-(3-fluoroazetidin-1-yl)pyrazolo[1,5-a]pyridine-3-carboxylic acid